3,5-dichloro-4-(2-methoxy-2-oxo-ethyl)pyridine-2-carboxylate ClC=1C(=NC=C(C1CC(=O)OC)Cl)C(=O)[O-]